ClC=1C=NC(=C(C(=O)NC2CCC(CC2)CN2C(N(C3=NC=CC=C32)C3=C(C=CC(=C3)OC)F)=O)C1)C(F)(F)F 5-chloro-N-((1r,4r)-4-((3-(2-fluoro-5-methoxyphenyl)-2-oxo-2,3-dihydro-1H-imidazo[4,5-b]pyridin-1-yl)methyl)cyclohexyl)-2-(trifluoromethyl)nicotinamide